Bis[2-(1-naphthyloxy)ethyl]amine C1(=CC=CC2=CC=CC=C12)OCCNCCOC1=CC=CC2=CC=CC=C12